C1NCC12CN(CC2)C2=NC=NC1=CC=C(C=C21)C=2C=C(C(=NC2)OC)NS(=O)(=O)C2=C(C=C(C=C2F)F)F N-(5-(4-(2,6-diazaspiro[3.4]octane-6-yl)quinazolin-6-yl)-2-methoxypyridin-3-yl)-2,4,6-Trifluorobenzenesulfonamide